N6-[3-(difluoromethyl)-2-fluoro-phenyl]-1H-pyrazolo[3,4-b]pyridine-3,6-diamine FC(C=1C(=C(C=CC1)NC1=CC=C2C(=N1)NN=C2N)F)F